1-(4-(3-(thiazol-2-yl)-4-(trifluoromethyl)benzyl)piperazine-1-carbonyl)-1H-pyrazole-3-carboxylic acid tert-butyl ester C(C)(C)(C)OC(=O)C1=NN(C=C1)C(=O)N1CCN(CC1)CC1=CC(=C(C=C1)C(F)(F)F)C=1SC=CN1